1-Methyl-4-((5-(4,4,5,5-tetramethyl-1,3,2-dioxaborolan-2-yl)pyridin-2-yl)sulfonyl)piperazine CN1CCN(CC1)S(=O)(=O)C1=NC=C(C=C1)B1OC(C(O1)(C)C)(C)C